1-(3,8-dihydroxyheneicosanoyl)glycerol OC(CC(=O)OCC(O)CO)CCCCC(CCCCCCCCCCCCC)O